tert-butyl-[(5-methoxy-2-pyridinyl)methoxy]-dimethyl-silane C(C)(C)(C)[Si](C)(C)OCC1=NC=C(C=C1)OC